1-ethyl-Dibutyl-3-methylimidazolium phosphate P(=O)([O-])([O-])[O-].C(C)N1C(=[N+](C(=C1)CCCC)C)CCCC.C(C)N1C(=[N+](C(=C1)CCCC)C)CCCC.C(C)N1C(=[N+](C(=C1)CCCC)C)CCCC